benzyltriphenylphosphonium peroxydisulfate S(=O)(=O)([O-])OOS(=O)(=O)[O-].C(C1=CC=CC=C1)[P+](C1=CC=CC=C1)(C1=CC=CC=C1)C1=CC=CC=C1.C(C1=CC=CC=C1)[P+](C1=CC=CC=C1)(C1=CC=CC=C1)C1=CC=CC=C1